rac-2-[3-(cyclobutylmethoxy)[1,4'-bipiperidin]-1'-yl]-N-[(3,5-difluoropyridin-2-yl)methyl]-1,3-thiazole-5-carboxamide C1(CCC1)CO[C@H]1CN(CCC1)C1CCN(CC1)C=1SC(=CN1)C(=O)NCC1=NC=C(C=C1F)F |r|